Thiophene-2-ylpyridine S1C(=CC=C1)C1=NC=CC=C1